6-methyl-2-(methylsulfonyl)-8-(spiro[2.4]Heptane-4-yl)pyrido[2,3-d]Pyrimidin-7(8H)-one CC1=CC2=C(N=C(N=C2)S(=O)(=O)C)N(C1=O)C1C2(CC2)CCC1